tert-butyl N-[2-[3-(benzyloxymethyl)cyclobutoxy]ethyl]-N-methyl-carbamate C(C1=CC=CC=C1)OCC1CC(C1)OCCN(C(OC(C)(C)C)=O)C